1-(6-bromo-5-methoxypyridin-2-yl)-ethyl-2,2,2-trifluoroethan-1-amine BrC1=C(C=CC(=N1)C(C)C(C(F)(F)F)N)OC